1,3-bis({[1-(6-methylpyridin-3-yl)-1H-1,2,4-triazol-5-yl]methyl})urea CC1=CC=C(C=N1)N1N=CN=C1CNC(=O)NCC1=NC=NN1C=1C=NC(=CC1)C